FC(C(N)C=1N(C2=CC(=CC=C2C1)F)C)(F)F 2,2,2-trifluoro-1-(6-fluoro-1-methylindol-2-yl)ethanamine